4-phenylpyridine-2,6-dicarboxylic acid dimethyl ester COC(=O)C1=NC(=CC(=C1)C1=CC=CC=C1)C(=O)OC